COC1=CC=C(CN2[C@@H]3C(=C[C@H](C2=O)C3)C(F)(F)F)C=C1 (1S,4R)-2-(4-Methoxybenzyl)-6-(trifluoromethyl)-2-azabicyclo[2.2.1]hept-5-en-3-one